C(CNCC=1C(O)=CC=CC1)NCC=1C(O)=CC=CC1 Ethylenebis(salicylamine)